C1(CC1)OC1=C(C=CC(=C1)F)C(=O)N1CC2(C1)CC(C2)N2N=C(C=C2C2=C(C=CC=C2)C(F)(F)F)C(F)(F)F 2-cyclopropoxy-4-fluorophenyl(6-(3-(trifluoromethyl)-5-(2-(trifluoromethyl)phenyl)-1H-pyrazol-1-yl)-2-azaspiro[3.3]heptan-2-yl)methanone